di-tert-butyl-azodicarboxylate C(C)(C)(C)OC(=O)N=NC(=O)OC(C)(C)C